4-(3-amino-5-ethynylpyridin-4-yl)-2-chloro-N-(5-chloro-5-(2H-1,2,3-triazol-2-yl)pyridin-3-yl)-5-fluorobenzamide NC=1C=NC=C(C1C1=CC(=C(C(=O)NC2=CN=CC(C2)(N2N=CC=N2)Cl)C=C1F)Cl)C#C